3-methoxy-5-((tetrahydrofuran-3-yl)methoxy)phenol COC=1C=C(C=C(C1)OCC1COCC1)O